C(#N)[C@H]1N(CSC1)C(CNC(=O)C1=CC=NC2=CC=C(C=C12)N1C[C@@H](CCC1)F)=O |&1:24| N-(2-((R)-4-Cyanothiazolidin-3-yl)-2-oxoethyl)-6-((RS)-3-fluoropiperidin-1-yl)quinoline-4-carboxamide